2,2,6,6-tetramethylpiperidinium chloride lithium chloride [Cl-].[Li+].[Cl-].CC1([NH2+]C(CCC1)(C)C)C